N-(4-hexyloxyphenyl)-7-methoxycoumarin-3-carboxamide C(CCCCC)OC1=CC=C(C=C1)NC(=O)C=1C(OC2=CC(=CC=C2C1)OC)=O